tert-butyl 2,3-dimethyl-4-phenylpiperazine-1-carboxylate CC1N(CCN(C1C)C1=CC=CC=C1)C(=O)OC(C)(C)C